2,5,7,8-tetramethyl-2-[4,8,12-trimethyl-tridecyl]-chroman-6-ol CC1(OC2=C(C(=C(C(=C2CC1)C)O)C)C)CCCC(CCCC(CCCC(C)C)C)C